OC=1C=C(C=C(C1O)O)C(COC(C=C)=O)CCCCC acrylic acid-2-(3,4,5-trihydroxyphenyl)heptyl ester